ClC=1C=C(C=CC1C(=O)N1CCNCC1)NC(=O)C=1N(C(=CN1)C1=C(C(=C(C=C1)OCC)F)F)C N-[3-chloro-4-(piperazine-1-carbonyl)phenyl]-5-(4-ethoxy-2,3-difluoro-phenyl)-1-methyl-imidazole-2-carboxamide